CN(C1=NC(=CC(=N1)N1CC2(C=3C=NC(=CC31)NC(C)=O)CC2)C)C N-(1'-(2-(dimethylamino)-6-methylpyrimidin-4-yl)-1',2'-dihydrospiro[cyclopropane-1,3'-pyrrolo[3,2-c]pyridin]-6'-yl)acetamide